(R)-N-((1R,2R)-1-(3-chloro-4-cyclopropoxyphenyl)-1-hydroxy-3-(pyrrolidin-1-yl)propan-2-yl)-1-(5,6,7,8-tetrahydronaphthalen-2-yl)pyrrolidine-3-carboxamide ClC=1C=C(C=CC1OC1CC1)[C@H]([C@@H](CN1CCCC1)NC(=O)[C@H]1CN(CC1)C1=CC=2CCCCC2C=C1)O